11-Hydroxy-6-methyl-3-(methylsulfinyl)-6,11-dihydrodibenzo[c,f][1,2]thiazepine 5,5-dioxide OC1C2=C(N(S(C3=C1C=CC(=C3)S(=O)C)(=O)=O)C)C=CC=C2